(2R,3S,4S,5R)-3-(3,4-difluoro-2-methoxyphenyl)-4,5-dimethyl-N-(7-(methylthio)pyrazolo[1,5-c]pyrimidin-3-yl)-5-(trifluoromethyl)tetrahydrofuran-2-carboxamide FC=1C(=C(C=CC1F)[C@H]1[C@@H](O[C@]([C@H]1C)(C(F)(F)F)C)C(=O)NC=1C=NN2C(=NC=CC21)SC)OC